8-(3,4-Difluoro-2-methylphenyl)-9-(4-((1-(3,3,3-trifluoropropyl)azetidin-3-yliden)methyl)phenyl)-6,7-dihydro-5H-benzo[7]annulen FC=1C(=C(C=CC1F)C=1CCCC2=C(C1C1=CC=C(C=C1)C=C1CN(C1)CCC(F)(F)F)C=CC=C2)C